FC1(OC2=C(O1)C=CC(=C2)[C@H](C)OC=2C=C(C=NC2F)N2N=C(C=1CCCC(C21)=O)C(F)(F)F)F 1-[5-[(1S)-1-(2,2-difluoro-1,3-benzodioxol-5-yl)ethoxy]-6-fluoro-3-pyridyl]-3-(trifluoromethyl)-5,6-dihydro-4H-indazol-7-one